4-Methoxy-N-{4-[4-(pyrimidin-2-yl)piperazin-1-yl]phenyl}benzamid COC1=CC=C(C(=O)NC2=CC=C(C=C2)N2CCN(CC2)C2=NC=CC=N2)C=C1